C(CC)NCCN (n-Propyl)ethylendiamin